[N+](=O)([O-])C1=CC2=C(N=C(S2)C=2N=C(SC2C(=O)N)C(F)(F)F)C=C1 (6-nitrobenzo[d]thiazol-2-yl)-2-(trifluoromethyl)thiazole-5-carboxamide